1,3-bis[4-(vinyloxycarbonyloxy)but-1-yl][tris(trimethylsiloxy)silyl]tetramethyl-disiloxane C(=C)OC(=O)OCCCC[Si](O[Si](CCCCOC(=O)OC=C)(C)C)(C[Si](O[Si](C)(C)C)(O[Si](C)(C)C)O[Si](C)(C)C)C